NC=1C=C(C=CC1)C(O)C1=CC(=CC=C1)OCC1=CC=CC=C1 (3-aminophenyl)(3-(phenylmethoxy)phenyl)methanol